Decan-1-one-2HCl Cl.Cl.C(CCCCCCCCC)=O